NC1=C(C=C(C(=O)OC)C=C1)NC1COC1 Methyl 4-amino-3-(oxetan-3-ylamino)benzoate